[Si](C)(C)(C(C)(C)C)OCC1CC=2C=CC=C(C2C1)C#N 2-[[tert-butyl(dimethyl)silyl]oxymethyl]-2,3-dihydro-1H-indene-4-carbonitrile